CCCCC[C@@H](/C=C/C=C\\C/C=C\\C/C=C\\C/C=C\\CCC(=O)O)O The molecule is a hydroxydocosapentaenoic acid that is (4Z,7Z,10Z,13Z,15E)-docosapentaenoic acid in which the hydroxy group is located at the 17S-position. The 17S-oxygenated product of omega-6-DPA which possesses anti-inflammatory activity. It has a role as a human xenobiotic metabolite. It is a hydroxydocosapentaenoic acid and a secondary allylic alcohol.